C(C)OC(C(C(=O)N1[C@@H]([C@H]2C([C@H]2C1)(C)C)C(=O)O)NC(C(F)(F)F)=O)(C)C (1R,2S,5S)-3-(3-ethoxy-3-methyl-2-(2,2,2-trifluoroacetamido)butanoyl)-6,6-dimethyl-3-azabicyclo[3.1.0]hexane-2-carboxylic acid